C(CCCCCC1=C(C(=O)O)C=CC(=C1)C(=O)O)*.NN(CC(C)C)[C@@H](O)CC(O)=O azastatine ethylene(butylene)terephthalate